2-methyl-4-(heptafluoroisopropyl)aniline CC1=C(N)C=CC(=C1)C(C(F)(F)F)(C(F)(F)F)F